CC=1C=NC=CC1NC(/C=C/C(=O)OCC)=O (E)-ethyl 4-((3-methylpyridin-4-yl)amino)-4-oxobut-2-enoate